C(C)(=O)OCC1=CC=C2C=CN(C2=C1)C1=CC=C(C=C1)Cl (1-(4-Chlorophenyl)-1H-indol-6-yl)methyl Acetate